FC=1C(=C(C=CC1)C(=O)N1[C@@H]2[C@@H](C[C@H](C1)CC2)NC2=NC=C(C=C2)C)N2N=CC=N2 (3-fluoro-2-(2H-1,2,3-triazol-2-yl)phenyl)((1S,4R,6R)-6-((5-methylpyridin-2-yl)amino)-2-azabicyclo[2.2.2]oct-2-yl)methanone